6-(5-cyanopyridin-2-ylamino)-N-methyl-4-(morpholin-2-ylmethylamino)pyridazine-3-carboxamide C(#N)C=1C=CC(=NC1)NC1=CC(=C(N=N1)C(=O)NC)NCC1CNCCO1